ClC=1N=CC=C2C1SC(=C2CC(F)(F)F)I 7-chloro-2-iodo-3-(2,2,2-trifluoroethyl)thieno[2,3-c]pyridine